C(C)(=O)O[C@H]1[C@@H](O[C@H]([C@@H]([C@H]1OC(C)=O)OC(C)=O)C)OCCNC(=O)OCC1=CC=CC=C1 (2R,3R,4R,5S,6S)-2-(2-(((benzyloxy) carbonyl) amino) ethoxy)-6-methyltetrahydro-2H-pyran-3,4,5-triyl triacetate